4-chloro-N-(3-fluoro-5-(phenylethynyl)pyridin-2-yl)-1-(tetrahydro-2H-pyran-4-yl)-1H-pyrazole-5-carboxamide ClC=1C=NN(C1C(=O)NC1=NC=C(C=C1F)C#CC1=CC=CC=C1)C1CCOCC1